2-(6-((E)-((1S,2S,5R)-2-fluoro-1-methyl-8-azabicyclo[3.2.1]octan-3-ylidene)methyl)-1,2,4-triazin-3-yl)-5-(5-methyl-2H-tetrazol-2-yl)phenol F[C@@H]\1[C@@]2(CC[C@H](C/C1=C\C1=CN=C(N=N1)C1=C(C=C(C=C1)N1N=C(N=N1)C)O)N2)C